(4R)-tert-butyl 4-((7-(8-chloronaphthalen-1-yl)-8-fluoro-2-((hexahydro-1H-pyrrolizin-7a-yl)methoxy)pyrido[4,3-d]pyrimidin-4-yl)(methyl)amino)-2-cyanopyrrolidine-1-carboxylate ClC=1C=CC=C2C=CC=C(C12)C1=C(C=2N=C(N=C(C2C=N1)N([C@@H]1CC(N(C1)C(=O)OC(C)(C)C)C#N)C)OCC12CCCN2CCC1)F